phthalamide borate B(O)(O)O.C(C=1C(C(=O)N)=CC=CC1)(=O)N